2,2-difluoroethyl (1R,5R)-8-fluoro-7-oxo-1-({2,3',5-trifluoro-[1,1'-biphenyl]-3-yl}methyl)-9-oxa-2,6-diazaspiro[4.5]decane-2-carboxylate FC1C(N[C@@]2(CCN([C@@H]2CC=2C(=C(C=C(C2)F)C2=CC(=CC=C2)F)F)C(=O)OCC(F)F)CO1)=O